C1(CC1)N1C(=NC2=C1C(=C(C=C2)F)F)C=2C(=NC=NC2)CC 1-Cyclopropyl-2-(4-ethylpyrimidin-5-yl)-6,7-difluoro-1H-benzo[d]imidazol